tert-butyl 2-(2-(4-chloro-2-methyl-3-nitrobenzamido)-5-fluorophenyl)acetate ClC1=C(C(=C(C(=O)NC2=C(C=C(C=C2)F)CC(=O)OC(C)(C)C)C=C1)C)[N+](=O)[O-]